NC1=C2N=CN(C2=NC(=N1)F)[C@H]1C[C@@H]([C@H](O1)C#C)O (2R,3S,5R)-5-(6-amino-2-fluoro-9H-purin-9-yl)-2-ethynyl-3-hydroxytetrahydrofuran